C(C)OC=1C=CC(=NC1)C(=O)NC1=NC=CC=C1 5-ethoxy-N-(pyridin-2-yl)picolinamide